4-[(6-chloro-pyridin-3-ylmethyl)-(2,2-difluoro-ethyl)-amino]-5H-furan-2-one ClC1=CC=C(C=N1)CN(C1=CC(OC1)=O)CC(F)F